N-(4-(6-methoxy-7-(3-(4-methylpiperazin-1-yl)propoxy)quinazolin-4-yl)phenyl)-2-(thiophen-3-yl)acetamide tert-butyl-6-bromoindoline-1-carboxylate C(C)(C)(C)OC(=O)N1CCC2=CC=C(C=C12)Br.COC=1C=C2C(=NC=NC2=CC1OCCCN1CCN(CC1)C)C1=CC=C(C=C1)NC(CC1=CSC=C1)=O